C(OC(C)(C#CC1=CSC=C1)C)(OC)=O (2-methyl-4-(thiophen-3-yl) but-3-yn-2-yl) methyl carbonate